tert-butyl N-[(1S)-3-(4,4,5,5-tetramethyl-1,3,2-dioxaborolan-2-yl)cyclohex-3-en-1-yl]carbamate CC1(OB(OC1(C)C)C=1C[C@H](CCC1)NC(OC(C)(C)C)=O)C